ONC(=O)C=1C=NC=2CN(CCC2C1)[C@@H]1CC2(CCC2)CCC1 (S)-N-hydroxy-7-(spiro[3.5]nonan-6-yl)-5,6,7,8-tetrahydro-1,7-naphthyridine-3-carboxamide